C(#N)C1=CC=C(C=C1)N1NC(CC1)=O 1-(4-cyanophenyl)-pyrazolin-3-one